COC=1C=C(C=CC1)N1N=CC2=C1COC[C@@H]2NC(=O)C=2N=CN1C2CCCC1 (R)-N-(1-(3-methoxyphenyl)-1,4,5,7-tetrahydropyrano[3,4-c]pyrazol-4-yl)-5,6,7,8-tetrahydroimidazo[1,5-a]pyridine-1-carboxamide